5-sulfo-1-(4-sulfobutyl)-2,3,3-trimethyl-3H-indolium S(=O)(=O)(O)C=1C=C2C(C(=[N+](C2=CC1)CCCCS(=O)(=O)O)C)(C)C